C1N(CCC2=CC=CC=C12)C[C@H](CNC(=O)C=1N=C2N(CCCC2)C1)O N-((S)-3-(3,4-dihydroisoquinolin-2(1H)-yl)-2-hydroxypropyl)-5,6,7,8-tetrahydroimidazo[1,2-a]pyridine-2-carboxamide